5-(9-([1,4'-bipiperidin]-4-yl)-2,9-diazaspiro[5.5]undec-2-yl)-2-(2,6-dioxopiperidin-3-yl)isoindoline-1,3-dione N1(CCC(CC1)N1CCC2(CCCN(C2)C=2C=C3C(N(C(C3=CC2)=O)C2C(NC(CC2)=O)=O)=O)CC1)C1CCNCC1